2-amino-5-[(4-sulfophenyl)azo]benzenesulfonic acid NC1=C(C=C(C=C1)N=NC1=CC=C(C=C1)S(=O)(=O)O)S(=O)(=O)O